3-[5-[3-[4-[(4-Aminophenyl)methyl]piperazin-1-yl]prop-1-ynyl]-3-methyl-2-oxo-benzimidazol-1-yl]piperidine-2,6-dione NC1=CC=C(C=C1)CN1CCN(CC1)CC#CC1=CC2=C(N(C(N2C)=O)C2C(NC(CC2)=O)=O)C=C1